NC1=C2N=CN(C2=NC(=N1)Cl)[C@H]1[C@@H]([C@H]([C@H](O1)COC(C(=O)O)C(=O)O)O)O (((2r,3r,4r,5r)-5-(6-amino-2-chloro-9H-purin-9-yl)-3,4-dihydroxytetrahydrofuran-2-yl)methoxy)malonic acid